CN(C1=CC=C(C=CC2=NC=C(C(=O)NC3=CN(C(=C3)C(NC3=CN(C(=C3)C(NCC\C(\N3CCSCC3)=N/[H])=O)C)=O)C)C=C2)C=C1)C (E)-6-(4-(dimethylamino)styryl)-N-(5-((5-((3-imino-3-thiomorpholinopropyl)carbamoyl)-1-methyl-1H-pyrrol-3-yl)carbamoyl)-1-methyl-1H-pyrrol-3-yl)nicotinamide